C12(CC3CC(CC(C1)C3)C2)P(CCS(=O)(=O)O)C23CC1CC(CC(C2)C1)C3 2-(di-adamantylphosphino)ethane-1-sulfonic acid